(1R,2R)-N-[7-chloro-6-(4-cyano-4-methyl-1-piperidinyl)-3-isoquinolinyl]-2-pyrimidin-5-yl-cyclopropanecarboxamide ClC1=C(C=C2C=C(N=CC2=C1)NC(=O)[C@H]1[C@@H](C1)C=1C=NC=NC1)N1CCC(CC1)(C)C#N